4-chloro-5-methoxyisoindole-2-carboxylic acid tert-butyl ester C(C)(C)(C)OC(=O)N1C=C2C=CC(=C(C2=C1)Cl)OC